4-(2-{[4-(4-methylphenyl)piperidine-1-carbonyl]amino}phenyl)piperazine-1-carboxylic acid tert-butyl ester C(C)(C)(C)OC(=O)N1CCN(CC1)C1=C(C=CC=C1)NC(=O)N1CCC(CC1)C1=CC=C(C=C1)C